((2-(2,6-dioxopiperidin-3-yl)-1,3-dioxoisoindol-4-yl)oxy)acetic acid O=C1NC(CCC1N1C(C2=CC=CC(=C2C1=O)OCC(=O)O)=O)=O